CN(C(CCC(=O)O)=O)C 4-(dimethylamino)-4-oxobutanoic acid